2,2'-methylenebis(4-ethyl-6-tert-butylphenyl) phosphate lithium [Li+].P1(=O)(OC2=C(C=C(C=C2C(C)(C)C)CC)CC2=C(C(=CC(=C2)CC)C(C)(C)C)O1)[O-]